C(C)(C)(C)OC(CCCCCCCCCCC(=O)O)=O dodecanedioic acid 1-tert-butyl ester